N-(6-(4-cyanophenyl)thiazolo[4,5-b]pyrazin-2-yl)-2-(2-methoxyphenyl)pyridine-3-methanol C(#N)C1=CC=C(C=C1)C=1N=C2C(=NC1)N=C(S2)N2C(C(=CC=C2)CO)C2=C(C=CC=C2)OC